5-Ethyl-3-iodo-1-methyl-1,5-dihydro-4H-pyrazolo[4,3-c]pyridin-4-one C(C)N1C(C2=C(C=C1)N(N=C2I)C)=O